(3aS,4S,6R,6aR)-6-(2-methoxypyridin-4-yl)-2,2-dimethyltetrahydro-4H-cyclopenta[d][1,3]dioxol-4-ol COC1=NC=CC(=C1)[C@H]1C[C@@H]([C@H]2[C@@H]1OC(O2)(C)C)O